3-((3-isopropoxy-3-oxopropyl)amino)-7-(pyrrolin-1-ylmethyl)benzo[e][1,2,4]triazine-1,4-Dioxide C(C)(C)OC(CCNC=1N=[N+](C2=C([N+]1[O-])C=CC(=C2)CN2C=CCC2)[O-])=O